OCC1=CC=C2C(=CN(C2=C1)C1CCN(CC1)C=1SC=CN1)C=1C=C(C#N)C=CC1 3-(6-(hydroxymethyl)-1-(1-(thiazol-2-yl)piperidin-4-yl)-1H-indol-3-yl)benzonitrile